4-(3-isopropyl-5-(piperidin-4-yl)-1H-indol-2-yl)-1,6-dimethyl-1,6-dihydro-7H-pyrrolo[2,3-c]pyridin-7-one C(C)(C)C1=C(NC2=CC=C(C=C12)C1CCNCC1)C=1C2=C(C(N(C1)C)=O)N(C=C2)C